(2-oxo-1,2-dihydropyrrolo[2,3,4-ij]isoquinolin-5-yl)-2-trifluoromethyl-1H-pyrrole-3-carboxylic acid O=C1NC=2C=CC=C3C(=CN=C1C23)N2C(=C(C=C2)C(=O)O)C(F)(F)F